N-(4-hydroxyphenyl)-4-(1H-indol-6-yl)butanamide OC1=CC=C(C=C1)NC(CCCC1=CC=C2C=CNC2=C1)=O